BrC1=CC=CC(=N1)CNC1=C(C=CC=C1C(C)C)C(C)C N-[(6-bromopyridin-2-yl)methyl]2,6-diisopropylaniline